4-HEXYLTHIOPHENE-3-BORONIC ACID C(CCCCC)C=1C(=CSC1)B(O)O